ClCC=1N(C2=CC(=CC=C2C1)C)C(=O)OC(C)(C)C tert-butyl 2-(chloromethyl)-6-methyl-1H-indole-1-carboxylate